2-fluoro-1,4-xylene FC1=C(C=CC(=C1)C)C